6-[3-(4-mesyl-2-anisidino)-1-propynyl]-4-{[(1-methyl-4-piperidyl)methyl]amino}-1-(2,2,2-trifluoroethyl)indole S(=O)(=O)(C)C=1C=C(C(OC)=CC1)NCC#CC1=CC(=C2C=CN(C2=C1)CC(F)(F)F)NCC1CCN(CC1)C